O=C1C(=C2C=CC=CC2=C2C(C(=C3C=CC=CC3=C21)OC(=O)CCCCC)=O)OC(=O)CCCCC 5,11-dioxo-6,12-bis(n-pentylcarbonyloxy)naphthonaphthalene